6-(cyclopropanecarboxamido)-4-((2,5-dimethyl-4,5-dihydro-2H-pyrazolo[4,3-c]quinolin-6-yl)amino)-N-(methyl-d)nicotinamide C1(CC1)C(=O)NC1=NC=C(C(=O)NC[2H])C(=C1)NC1=CC=CC=2C=3C(CN(C12)C)=CN(N3)C